methyl 5-((6-(5-(((5-cyclopropyl-1,2,4-oxadiazol-3-yl)oxy)methyl)-1-methyl-1H-1,2,3-triazol-4-yl)-2-methylpyridin-3-yl)oxy)octahydropentalene-1-carboxylate C1(CC1)C1=NC(=NO1)OCC1=C(N=NN1C)C1=CC=C(C(=N1)C)OC1CC2CCC(C2C1)C(=O)OC